O[C@H]1[C@H](O[C@@]2([C@@H](CCO2)NC(C2=CC(=CC=C2)F)=O)[C@@H]([C@H]1N1N=NC(=C1)C1=CC(=C(C(=C1)F)F)F)O)CO N-((4R,5S,7R,8R,9S,10R)-8,10-dihydroxy-7-(hydroxymethyl)-9-(4-(3,4,5-trifluorophenyl)-1H-1,2,3-triazol-1-yl)-1,6-dioxaspiro[4.5]dec-4-yl)-3-fluorobenzamide